COC=1C=C2C(NN=C(C2=CC1OC)C=1C=C2CCN(CC2=CC1)C(=O)OC(C)(C)C)=O tert-butyl 6-(6,7-dimethoxy-4-oxo-3,4-dihydro-phthalazin-1-yl)-3,4-dihydro-isoquinoline-2(1H)-carboxylate